3-(3-fluoro-1H-indol-6-yl)-1-[4-(trifluoromethyl)phenyl]urea FC1=CNC2=CC(=CC=C12)NC(NC1=CC=C(C=C1)C(F)(F)F)=O